C(#CC)S(=O)(=O)C#CC propynylsulfone